BrCC(=O)NC1CC(C1)(F)F 2-bromo-N-(3,3-difluorocyclobutyl)acetamide